B1=NC=CC2=CC3=CC4=CC=CC=C4C=C3C=C12 azabora-tetracene